trans-trans-(2-((1E,4E)-hepta-1,4-dien-1-yl)thiophene) C(=C\C\C=C\CC)/C=1SC=CC1